C(C)(=O)C1=CC=C(C=C1)NC1=NC=CC(=N1)C1=C(N=C(S1)C(C)(C)C)C=1C(=C(C=CC1)NS(=O)(=O)C1=C(C=CC=C1F)F)F N-(3-(5-(2-((4-acetylphenyl)amino)pyrimidin-4-yl)-2-(tert-butyl)thiazol-4-yl)-2-fluorophenyl)-2,6-difluorobenzenesulfonamide